S(=O)(=O)=C1C(C=CC(C1)=S(=O)=O)C(=[NH+][O-])CCCC 2,4-disulfonyl-phenyl-butyl-nitrone